4-[(2,6-dioxo-3-piperidinyl)oxy]benzoic acid O=C1NC(CCC1OC1=CC=C(C(=O)O)C=C1)=O